2-(difluoromethoxy)-5-(4-methoxybenzofuran-2-yl)-7-methylquinoxaline FC(OC1=NC2=CC(=CC(=C2N=C1)C=1OC2=C(C1)C(=CC=C2)OC)C)F